CC1=C(C(=CC(=C1B(O)O)C)C)C1=CC=CC=C1 (2,4,6-trimethyl-[1,1'-biphenyl]-3-yl)boronic acid